6-amino-7-(((tert-butyldimethylsilyl)oxy)methyl)-3-methyl-3,4-dihydropyrido[2,3-b]pyrazin-2(1H)-one NC=1C(=CC2=C(NC(C(N2)=O)C)N1)CO[Si](C)(C)C(C)(C)C